FC(OC=1C=C2CC[CH-]OC2=CC1)(F)F 6-(trifluoromethoxy)chromanide